N-((S)-1-(4-Chlorophenyl)ethyl)-2-((3-(2,6-dioxopiperidin-3-yl)-1-methyl-1H-indazol-7-yl)oxy)acetamide ClC1=CC=C(C=C1)[C@H](C)NC(COC=1C=CC=C2C(=NN(C12)C)C1C(NC(CC1)=O)=O)=O